FC(C=1C(=C(C=CC1F)[C@@H]1[C@H](O[C@@]([C@@H]1C)(C(F)(F)F)C)C(=O)NC1=CC(=NC=C1)C(=O)N)OC)F (2S,3R,4R,5S)-4-[[3-[3-(Difluoromethyl)-4-fluoro-2-methoxy-phenyl]-4,5-dimethyl-5-(trifluoromethyl)tetrahydrofuran-2-carbonyl]amino]pyridin-2-carboxamid